OC(C(=O)O)(CO)C 2,3-dihydroxy-2-methyl-propionic acid